tert-Butyl 2-(6-(2-chloro-5-fluorophenoxy)-5-(1,3-dioxoisoindolin-2-yl)pyridin-2-yl)hydrazine-1-carboxylate ClC1=C(OC2=C(C=CC(=N2)NNC(=O)OC(C)(C)C)N2C(C3=CC=CC=C3C2=O)=O)C=C(C=C1)F